1-(4-{[2-amino-4-(pentylamino)-5H-pyrrolo[3,2-d]pyrimidin-5-yl]methyl}-3-methoxyphenyl)-2,5,8,11-tetraoxatridecan-13-oic acid NC=1N=C(C2=C(N1)C=CN2CC2=C(C=C(C=C2)COCCOCCOCCOCC(=O)O)OC)NCCCCC